3-(isopropylsulfonyl-methyl)-N-(5-methyl-1,3,4-oxadiazol-2-yl)-5-(trifluoromethyl)-[1,2,4]triazolo[4,3-a]pyridine-8-carboxamide C(C)(C)S(=O)(=O)CC1=NN=C2N1C(=CC=C2C(=O)NC=2OC(=NN2)C)C(F)(F)F